O1C(=NC2=C1C=CC=C2)C2=CC=C(C=C2)NC2=CC=C(C=C2)C=2SC1=C(C2)C=CC=C1 (4-benzoxazol-2-yl-phenyl)-(4-benzothiophen-2-yl-phenyl)amine